[N-](S(=O)(=O)C(F)(F)F)S(=O)(=O)C(F)(F)F.C(CCC)[N+](C)(C)C butyltrimethylammonium bistrifluoromethanesulfonimide salt